N[C@@H](C(=O)O)CC=P(=O)CO |r| (RS)-2-amino-4-(hydroxyl-(methyl)phosphonoyl)butanoic acid